C(C)SCCN(CCC(C(C=C)=C)=C)CCSCC 1-di-(ethylthioethyl)amino-3,4-dimethylenehex-5-ene